ClC=1C(=CC(=NC1)NC1CCN(CC1)CC=1C=C2CN(C(C2=C(C1)F)=O)C1C(NC(CC1)=O)=O)C1=NC(=CC=C1)NCC1CCOCC1 4-(((5'-chloro-2'-((1-((2-(2,6-dioxopiperidin-3-yl)-7-fluoro-1-oxoisoIndoline-5-yl)methyl)piperidin-4-yl)amino)-[2,4'-bipyridyl]-6-yl)amino)methyl)tetrahydro-2H-pyran